C12CN(CCC2C1)C=1C2=C(N=C(N1)OC[C@]13CCCN3C[C@@H]3[C@H]1C3)C(=C(N=C2)C2=CC(=CC3=CC=C(C(=C23)C#C)F)O)F 4-(4-(3-azabicyclo[4.1.0]heptan-3-yl)-8-fluoro-2-(((1aS,6aS,6bR)-hexahydrocyclopropa[a]pyrrolizin-6a(4H)-yl)methoxy)pyrido[4,3-d]pyrimidin-7-yl)-5-ethynyl-6-fluoronaphthalen-2-ol